1-[4-(2-Dimethylamino-ethoxy)-3-(2-methyl-2H-pyrazol-3-yl)-phenyl]-3-(4-fluoro-2-hydroxy-phenyl)-urea CN(CCOC1=C(C=C(C=C1)NC(=O)NC1=C(C=C(C=C1)F)O)C=1N(N=CC1)C)C